1-([1,1'-biphenyl]-3-yl)-3-(4-chloro-6-methylpyrimidin-2-yl)urea C1(=CC(=CC=C1)NC(=O)NC1=NC(=CC(=N1)Cl)C)C1=CC=CC=C1